C[C@@H]1N(CC[C@@H](C1)C(=O)OC)C(=O)OC(C)(C)C |r| (rac)-1-tert-Butyl 4-methyl cis-2-methylpiperidine-1,4-dicarboxylate